Tert-butyl (3-((6-decylbenzo[d]thiazol-2-yl)amino)propyl)carbamate C(CCCCCCCCC)C1=CC2=C(N=C(S2)NCCCNC(OC(C)(C)C)=O)C=C1